BrC1=C(C(=CC(=C1)OCOC)Cl)[C@H]1[C@H](C1)C 1-bromo-3-chloro-5-(methoxymethoxy)-2-(cis-2-methylcyclopropyl)benzene